C(C1=CC=CC=C1)N1C[C@@H](C=C(C1)C=1SC=CC1)C |r| (±)-1-benzyl-3-methyl-5-(thiophen-2-yl)-1,2,3,6-tetrahydropyridine